ClC1=CC=C(C=C1)C=1C=C(C(N(N1)C=1C=NC=NC1)=O)C(=O)N[C@H](C)C(C)(C)O 6-(4-chlorophenyl)-N-[(2R)-3-hydroxy-3-methylbut-2-yl]-3-oxo-2-(pyrimidin-5-yl)-2,3-dihydropyridazine-4-carboxamide